NCC(=O)NC(C1=CC=CC=C1)(C1=CC=CC=C1)C1=CC=CC=C1 2-amino-N-tritylacetamide